lithium-erbium [Er].[Li]